C(CC)(=S)OCC(OC(CC)=S)COC(CC)=S glycerol trithiopropionate